(S)-1-(1-acryloylpyrrolidin-3-yl)-4-amino-3-((3,5-dimethoxyphenyl)ethynyl)-2-(methoxymethyl)-1H-pyrrolo[3,2-c]pyridine-7-carbonitrile C(C=C)(=O)N1C[C@H](CC1)N1C(=C(C=2C(=NC=C(C21)C#N)N)C#CC2=CC(=CC(=C2)OC)OC)COC